Cl.COC(CCCCN)=O Methyl-5-aminopentanoate hydrochloride